methyl 2-iodo-6-methoxy-1,3-benzoxazole-5-carboxylate IC=1OC2=C(N1)C=C(C(=C2)OC)C(=O)OC